methyl 4-(6-(4-((3-chloro-5-(methylsulfonamido)phenyl)carbamoyl)-1-methyl-1H-pyrrol-2-yl)-5-fluoropyridin-3-yl)piperazine-1-carboxylate ClC=1C=C(C=C(C1)NS(=O)(=O)C)NC(=O)C=1C=C(N(C1)C)C1=C(C=C(C=N1)N1CCN(CC1)C(=O)OC)F